cyclohexyl ((S)-(((2R,3S,4R,5S)-2-cyano-3,4-dihydroxy-5-(4-isobutyramidopyrrolo[2,1-f][1,2,4]triazin-7-yl)tetrahydrofuran-2-yl)methoxy)(phenoxy) phosphoryl)-L-alaninate C(#N)[C@@]1(O[C@H]([C@@H]([C@@H]1O)O)C1=CC=C2C(=NC=NN21)NC(C(C)C)=O)CO[P@](=O)(OC2=CC=CC=C2)N[C@@H](C)C(=O)OC2CCCCC2